ClC1=NOC2=C1C=CC=C2 chlorobenzoisoxazole